FC(C1=NC(=NO1)C1=CC=C(C=C1)CN1N=CN=C1)(F)F 2-[[4-[5-(Trifluoromethyl)-1,2,4-oxadiazol-3-yl]phenyl]methyl]-1,2,4-triazol